ClC1=C2C=C(N(C2=CC(=C1Cl)OC[C@H]1CN(C(O1)=O)C)C)C(=O)O |r| (±)-4,5-dichloro-1-methyl-6-((3-methyl-2-oxooxazolidin-5-yl)methoxy)-1H-indole-2-carboxylic acid